BrC1=C(C=C(C(=O)N2CC=3N(CC2)C(N(C3C(=O)N[C@@H](C)C3=C(C=C(C=C3)OCC#N)F)C3=CC=C(C=C3)OC3CC3)=O)C=C1)Cl |r| 7-(4-bromo-3-chloro-benzoyl)-2-[4-(cyclopropoxy)phenyl]-3-oxo-N-[rac-(1S)-1-[4-(cyanomethoxy)-2-fluoro-phenyl]ethyl]-6,8-dihydro-5H-imidazo[1,5-a]pyrazine-1-carboxamide